N12C(=CC=3C=CC=C(NCC1)C23)C2=NC3=C(N2CC=2C=NN(C2)CC)C(=CC(=C3)C(=O)OC)OC methyl 2-(1,9-diazatricyclo[6.3.1.04,12]dodeca-2,4(12),5,7-tetraen-2-yl)-1-[(1-ethylpyrazol-4-yl)methyl]-7-methoxy-benzimidazole-5-carboxylate